[Si](C1=CC=CC=C1)(C1=CC=CC=C1)(C(C)(C)C)OC(CCCCCC(=O)O)CCCCCC(=O)O 7-((tert-butyldiphenylsilyl)oxy)tridecanedioic acid